ethyl (2-cyano-2-(2-(3,5-dichloro-4-((1-oxo-2-(pyridin-2-yl)-1,2,3,4-tetrahydroisoquinolin-6-yl)oxy)phenyl)hydrazono) acetyl)carbamate C(#N)C(C(=O)NC(OCC)=O)=NNC1=CC(=C(C(=C1)Cl)OC=1C=C2CCN(C(C2=CC1)=O)C1=NC=CC=C1)Cl